LITHIUM PHOSPHAT P(=O)([O-])([O-])[O-].[Li+].[Li+].[Li+]